4,4,5,5-tetramethyl-2-(3-((trifluoromethyl)sulfinyl)phenyl)-1,3,2-dioxaborolane CC1(OB(OC1(C)C)C1=CC(=CC=C1)S(=O)C(F)(F)F)C